OC1CC(N(C1)C(=O)OC(C)(C)C)C1=CC=CC=C1 tert-butyl 4-hydroxy-2-phenylpyrrolidine-1-carboxylate